2-oxo-1-oxa-3,8-diazaspiro[4.5]decane-8-carboxamide O=C1OC2(CN1)CCN(CC2)C(=O)N